3,4-dimethylthiophenol CC=1C=C(C=CC1C)S